4-(3-(2-methoxy-5-((5-(trifluoromethyl)pyridin-3-yl)carbamoyl)phenyl)pyrrolidin-1-yl)pyridine COC1=C(C=C(C=C1)C(NC=1C=NC=C(C1)C(F)(F)F)=O)C1CN(CC1)C1=CC=NC=C1